(S)-N-(4-([1,2,4]triazolo[1,5-c]pyrimidin-7-yloxy)-3-methylphenyl)-5-((3,3-difluoro-1-methylpiperidin-4-yl)oxy)-6-(methoxy-d3)quinazolin-4-amine N=1C=NN2C=NC(=CC21)OC2=C(C=C(C=C2)NC2=NC=NC1=CC=C(C(=C21)O[C@@H]2C(CN(CC2)C)(F)F)OC([2H])([2H])[2H])C